C1(CC1)NC(=O)CC1=NN(C(=C1)C1=CC(=C(C=C1)F)C=1C=NN(C1)CCO)C1=NC(=CC=C1)C N-cyclopropyl-5-(4-fluoro-3-(1-(2-hydroxyethyl)-1H-pyrazol-4-yl)phenyl)-1-(6-methylpyridin-2-yl)-1H-pyrazole-3-carboxyamide